n-[4-[2-butyl-4-(3-methylphenyl)-1,3-thiazol-5-yl]-2-pyridyl]-N-(3-phenylpropyl)amine CCCCC1=NC(=C(S1)C2=CC(=NC=C2)NCCCC3=CC=CC=C3)C4=CC=CC(=C4)C